C(C)(C)(C)C1=C(C(=CC(=C1)OC)C(C)(C)C)O 2,6-di-tert-butyl-4-methoxy-phenol